2,2-diethoxy-N-(2-aminoethyl)-1-aza-2-silacyclopentane C(C)O[Si]1(N(CCC1)CCN)OCC